CC1=CC(NC(=N1)C1CCC(CC1)(C(=O)[O-])OC)=O 4-(6-methyl-4-oxopyrimidinyl)-1-methoxycyclohexanecarboxylate